2-(difluoromethyl)-5-(3-fluoro-4-((4-(3-fluoro-4-(4-(tetrahydro-2H-pyran-4-yl)piperazin-1-yl)phenyl)-1H-1,2,3-triazol-1-yl)methyl)phenyl)-1,3,4-oxadiazole FC(C=1OC(=NN1)C1=CC(=C(C=C1)CN1N=NC(=C1)C1=CC(=C(C=C1)N1CCN(CC1)C1CCOCC1)F)F)F